Methyl (S,E)-5-((tert-butyldimethylsilyl)oxy)-7-(tributylstannyl)hept-6-enoate [Si](C)(C)(C(C)(C)C)O[C@@H](CCCC(=O)OC)\C=C\[Sn](CCCC)(CCCC)CCCC